2-[4-(1,1-difluoroethyl)-2,6-dimethylphenyl]-6-[(1S,2R)-2-fluorocyclopropyl]-2,5-dihydro-4H-pyrazolo[3,4-d]pyrimidin-4-one FC(C)(F)C1=CC(=C(C(=C1)C)N1N=C2N=C(NC(C2=C1)=O)[C@H]1[C@@H](C1)F)C